ClC1=C(CCCC1=CO)C=O 2-Chloro-3-(hydroxymethylene)cyclohex-1-eneformaldehyde